NC=1C(NC2=C3C=CC=NC3=C(C(=C2C1C1=C2C=NN(C2=C(C(=C1)F)F)C1OCCCC1)F)C)=O 3-amino-4-[6,7-difluoro-1-(oxan-2-yl)indazol-4-yl]-5-fluoro-6-methyl-1H-1,7-phenanthrolin-2-one